OCCN1[C@H]2CN(C[C@@H]1CC2)C=2C=CC(=C(C(=O)N[C@H](C)C1=CC(=CC(=C1)C=1C=NN(C1)C)OC)C2)C 5-[(1R,5S)-8-(2-hydroxyethyl)-3,8-diazabicyclo[3.2.1]oct-3-yl]-N-[(1R)-1-[3-methoxy-5-(1-methylpyrazol-4-yl)phenyl]ethyl]-2-methyl-benzamide